C(CCC)N1CC(O[Sn]2(OCC1)OCCN(CCO2)CCCC)(C)C 4,12-dibutyl-2,2-dimethyl-1,7,9,15-tetraoxa-4,12-diaza-8-stannaspiro[7.7]pentadecane